C1N(CC12CNCCC2)C=2SC1=C(N=NC(=C1)C1=C(C=C(C=C1)C=1C=NNC1)O)N2 2-[6-(2,6-diazaspiro[3.5]non-2-yl)[1,3]thiazolo[4,5-c]pyridazin-3-yl]-5-(1H-pyrazol-4-yl)phenol